dodeca-2,4,6-triene hydrochloride Cl.CC=CC=CC=CCCCCC